COCOC=1C=CC2=CC=CC=C2C1 3-(methoxymethoxy)naphthalen